C(C)(C)(C)OC(=O)N1CCC(CC1)(C)C(O)C=1C(=NC(=CC1)COC1OCCCC1)Cl.BrC1=C(C=CC=C1)NC(C1=CC=CC=C1)=S N-(2-bromophenyl)thiobenzamide tert-butyl-4-[[2-chloro-6-(tetrahydropyran-2-yloxymethyl)-3-pyridyl]-hydroxy-methyl]-4-methyl-piperidine-1-carboxylate